tert-butyl (2S)-2-[(tert-butoxycarbonyl)amino]-3-{4-[(4,4,5,5-tetramethyl-1,3,2-dioxaborolan-2-yl)methoxy]phenyl}propanoate C(C)(C)(C)OC(=O)N[C@H](C(=O)OC(C)(C)C)CC1=CC=C(C=C1)OCB1OC(C(O1)(C)C)(C)C